5-((1-(5-((2R,4R)-4-(Dimethylamino)-2-methylpyrrolidin-1-yl)pyridin-2-yl)-1H-imidazol-4-yl)amino)pyrazine-2-carbonitrile CN([C@@H]1C[C@H](N(C1)C=1C=CC(=NC1)N1C=NC(=C1)NC=1N=CC(=NC1)C#N)C)C